CyclohexaneFormic acid C1(CCCCC1)C(=O)O